CCCCCCCCCCCCCCCCCCCCCCCCCCC(=O)N[C@@H](C[C@H]([C@@H]1[C@@H]([C@H]([C@H]([C@H](O1)CO)O)O)O)F)[C@@H]([C@@H](CCCCCCCCCCCCCCCCC)O)O The molecule is a neoglycosphingolipid that is fluorinated alpha-C-GalCer, a synthesized C-clycosyl analogue of myelin-derived galactosylceramide (Mye-GalCer). It is a C-glycosyl compound, a neoglycosphingolipid and an organofluorine compound. It derives from an alpha-C-GalCer.